[Cl-].ClCOC(C(=O)OC1CC2CCC(C1)[N+]21CCCC1)(C1=CC=CC=C1)C1=CC=CC=C1 [spiro[8-azoniabicyclo[3.2.1]octane-8,1'-azolidin-1-ium]-3-yl] 2-(chloromethoxy)-2,2-diphenyl-acetate chloride